allyl-didecyl-sulfosuccinic acid C(C=C)C(C(=O)O)(C(C(=O)O)(CCCCCCCCCC)CCCCCCCCCC)S(=O)(=O)O